tert-butyl 3-exo-(tetrazol-1-yl)-6-azabicyclo[3.1.1]heptane-6-carboxylate N1(N=NN=C1)C1CC2N(C(C1)C2)C(=O)OC(C)(C)C